CC(C#N)(C)C=1OC(=NN1)C1=CC2=C(C(C[C@H](C(N2CC=2C=NC(=CC2)N2N=CC(=C2)C(F)(F)F)=O)N)(F)F)C=C1F 2-methyl-2-[5-[(3R)-3-amino-5,5,7-trifluoro-2-oxo-1-[[6-[4-(trifluoromethyl)pyrazol-1-yl]-3-pyridyl]methyl]-3,4-dihydro-1-benzazepin-8-yl]-1,3,4-oxadiazol-2-yl]propanenitrile